(R)-5,6-dihydro-4H-cyclopenta[b]thiophen-5-amine S1C2=C(C=C1)C[C@H](C2)N